N[C@H](CC(C(=O)O)(C)C)CC1=CC=C(C=C1)NC(CNC(=O)OCC1C2=CC=CC=C2C=2C=CC=CC12)=O (4S)-4-Amino-5-[4-(2-{[(9H-fluoren-9-ylmethoxy)carbonyl]amino}acetamido)phenyl]-2,2-dimethylpentanoic acid